O[C@@H]1CC[C@@]2([C@H]3CC[C@@]4([C@H](CC[C@H]4[C@@H]3[C@H](C[C@@H]2C1)O)[C@@H](CCC(=O)N[C@@H](C)C(=O)OC)C)C)C Methyl ((R)-4-((3R,5S,7S,8R,9S,10S,13R,14S,17R)-3,7-dihydroxy-10,13-dimethylhexadecahydro-1H-cyclopenta[a]phenanthren-17-yl)pentanoyl)-L-alaninate